[K].CN(S(=O)(=O)NC(NC1=C2CCCC2=CC=C1C1=CC(=NC=C1)OC)=O)[C@H]1CN(CC1)C (R)-3-(N-Methyl-N-(1-methylpyrrolidin-3-yl)sulfamoyl)-1-(5-(2-methoxypyridin-4-yl)-2,3-dihydro-1H-inden-4-yl)urea, potassium salt